CO[Si](C1=CC=C(CCl)C=C1)(OC)OC p-(trimethoxysilyl)benzyl chloride